tert-butyl 4-(6-bromo-1-(2-ethoxy-2-oxoethyl)-2-ethyl-7-fluoro-4-oxo-1,4-dihydro-1,5-naphthyridin-3-yl)piperazine-1-carboxylate BrC=1N=C2C(C(=C(N(C2=CC1F)CC(=O)OCC)CC)N1CCN(CC1)C(=O)OC(C)(C)C)=O